tetrazole-1-carboxamide N1(N=NN=C1)C(=O)N